C1=CC=CC=2C3=CC=CC=C3C(C12)N([C@H](C(=O)O)CC=C)C(=O)OC (2S)-2-(9H-fluoren-9-yl-methoxycarbonyl-amino)pent-4-enoic acid